1,3,5-benzenetricarboxylic acid tri(4-methylcyclohexylamide) CC1CCC(CC1)NC(=O)C1=CC(=CC(=C1)C(=O)NC1CCC(CC1)C)C(=O)NC1CCC(CC1)C